C(CCCCCCC\C=C/CCCCCCCC)(=O)OC[C@@H](O)COP(=O)(O)OCC[N+](C)(C)C 1-Oleoyl-sn-glycero-3-phosphorylcholine